2,4-bis(4-hydroxyphenyl)cyclobutanedicarboxylic acid OC1=CC=C(C=C1)C1C(C(C1)C1=CC=C(C=C1)O)(C(=O)O)C(=O)O